N1=C(C=CC=C1)OCC1=CC=C(C=C1)CO (4-((pyridin-2-yloxy)methyl)phenyl)methanol